N'-((Z)-octadec-9-en-1-yl)-N-((9Z,12Z)-octadeca-9,12-dien-1-yl)butanehydrazide C(CCCCCCC\C=C/CCCCCCCC)NN(C(CCC)=O)CCCCCCCC\C=C/C\C=C/CCCCC